N-{Cyclooctyl-2-oxo-2-[(2-oxospiro[indoline-3,4'-tetrahydropyran]-6-yl)amino]ethyl}-2-(2,2-difluoroethyl)pyrazole-3-carboxamide C1(CCCCCCC1)C(C(NC1=CC=C2C(=C1)NC(C21CCOCC1)=O)=O)NC(=O)C=1N(N=CC1)CC(F)F